N[C@@H](CCCCN)C(=O)[O-].NCCN1C=[N+](C=C1)C 1-(2-aminoethyl)-3-methylimidazolium lysine salt